(E)-3-(1H-indazol-6-yl)-N-(2-((prop-2-yn-1-yloxy)methyl)phenyl)acrylamide N1N=CC2=CC=C(C=C12)/C=C/C(=O)NC1=C(C=CC=C1)COCC#C